C(C)(C)[Si](OC1CCCC(C=2C1=NC=CC2)=O)(C(C)C)C(C)C 9-triisopropylsiloxy-6,7,8,9-tetrahydro-5H-cyclohepta[b]pyridin-5-one